Br(=O)(=O)O.CC1NC(C2=CC=CC=C12)C 1,3-dimethyl-2,3-dihydro-1H-isoindole bromate